CN1C(C2=CC=C(C=C2C1(C)C)C1=CC=C(C=C1)C=1N=NNC1C(=O)O)=O 4-(4-(2,3,3-trimethyl-1-oxoisoindolin-5-yl)phenyl)-1H-1,2,3-triazole-5-carboxylic acid